NC1=CC=C(CNNC(C2=CC=C(C=C2)O)=O)C=C1 N'-(4-aminobenzyl)-4-hydroxybenzoyl-hydrazine